methacryl-formamide C(=O)(C(=C)C)NC=O